Br.N1CCC(CC1)C1=CC=C(C=C1)O 4-(Piperidin-4-yl)phenol hydrobromide salt